5-ethyl-6-fluoro-4-(8-fluoro-2-(((2s,4r)-4-fluoro-1-methylpyrrolidin-2-yl)methoxy)-4-(1-oxa-6-azaspiro[3.5]non-6-yl)pyrido[4,3-d]pyrimidin-7-yl)naphthalen-2-ol C(C)C1=C2C(=CC(=CC2=CC=C1F)O)C1=C(C=2N=C(N=C(C2C=N1)N1CC2(CCO2)CCC1)OC[C@H]1N(C[C@@H](C1)F)C)F